OC[C@@H]1C[C@@H](CC1)NC(OC(C)(C)C)=O tert-butyl N-[(1R,3S)-3-(hydroxymethyl)cyclopentyl]carbamate